C1(=CC=CC=C1)C1=NCCC2=CC=CC=C12 L-1-phenyl-3,4-dihydroisoquinoline